ClC1=NN(C=C1N)[C@H]1CN(CC1)S(=O)(=O)C (R)-3-chloro-1-(1-(methylsulfonyl)pyrrolidin-3-yl)-1H-pyrazol-4-amine